CO[C@H]1CN(C[C@@H]1NC)C(=O)OC(C)(C)C tert-Butyl (3S,4S)-3-methoxy-4-(methylamino)pyrrolidine-1-carboxylate